ClC1=C2C=CC=NC2=CC(=C1)/C=C/C(=O)OCC Ethyl (E)-3-(5-chloroquinolin-7-yl)acrylate